(4S)-1-[2-(difluoromethylsulfinyl)ethyl]-5,5-difluoro-3-(trifluoromethyl)-6,7-dihydro-4H-indazol-4-ol FC(S(=O)CCN1N=C(C=2[C@@H](C(CCC12)(F)F)O)C(F)(F)F)F